C(C)CC(CC(=O)[O-])=O.C(C)CC(CC(=O)[O-])=O.[Pt+2] platinum bis(ethylacetoacetate)